5H,8H-pyrido[2,3-b]pyrazin N1=C2C(=NC=C1)NC=CC2